C(C)(C)(C)OC(=O)N1CC2(CCCC2)[C@@](CC1)(O)CN1C=NC(=CC1=O)Cl (R)-10-((4-chloro-6-oxopyrimidin-1(6H)-yl)methyl)-10-hydroxy-7-azaspiro[4.5]Decane-7-carboxylic acid tert-butyl ester